FC=1C=CC(=C(C(=O)N(C)C(C)C)C1)N1C=C(C=2C1=CN=CC2)C2CCN(CC2)C(CC2=CC=CC=C2)=O 5-fluoro-N-isopropyl-N-methyl-2-(3-(1-(2-phenylacetyl)piperidin-4-yl)-1H-pyrrolo[2,3-c]pyridin-1-yl)benzamide